1-[3-(3-fluoro-5-methoxyphenyl)-6-(2,3,5-trifluoro-6-hydroxyphenyl)quinolin-4-yl]piperidin-4-ol FC=1C=C(C=C(C1)OC)C=1C=NC2=CC=C(C=C2C1N1CCC(CC1)O)C1=C(C(=CC(=C1O)F)F)F